(S)-1-(5-((8-chloroimidazo[1,2-a]pyridin-7-yl)thio)imidazo[1,5-a]pyrazin-8-yl)-4'h,6'h-spiro[piperidin-4,5'-pyrrolo[1,2-b]pyrazol]-4'-amine ClC=1C=2N(C=CC1SC1=CN=C(C=3N1C=NC3)N3CCC1([C@@H](C=4N(N=CC4)C1)N)CC3)C=CN2